CC1=C(C(=O)N[C@H](C)C2=CC=CC3=CC=CC=C23)C=C(C=C1)N1C(C=CC=C1)=O (R)-2-methyl-N-(1-(naphthalen-1-yl)ethyl)-5-(2-oxopyridin-1(2H)-yl)benzamide